triphenylphosphine Palladium chloride [Pd](Cl)Cl.C1(=CC=CC=C1)P(C1=CC=CC=C1)C1=CC=CC=C1